histidine anisoate C(C1=CC=C(C=C1)OC)(=O)O.N[C@@H](CC1=CNC=N1)C(=O)O